2-(tert-butyloxycarbonyl)-10-methyl-11-oxo-1,3,4,7,8,9,10,11-octahydro-2H-pyrido[4',3':3,4]Pyrazolo[1,5-a][1,4]Diazepine-7-carboxylic acid C(C)(C)(C)OC(=O)N1CC=2C(=NN3C2C(N(CCC3C(=O)O)C)=O)CC1